4-amino-5-chloro-1-((2S,4S,5R)-5-ethynyl-4-hydroxy-5-(hydroxymethyl)tetrahydrofuran-2-yl)pyrimidin-2(1H)-one NC1=NC(N(C=C1Cl)[C@H]1O[C@@]([C@H](C1)O)(CO)C#C)=O